methyldodecyl-(5-methoxy-5-oxo-1-phenylpentyl)sulfonium tetrafluoroborate F[B-](F)(F)F.C[S+](C(CCCC(=O)OC)C1=CC=CC=C1)CCCCCCCCCCCC